acrylic acid, trifluoroacetate salt FC(C(=O)O)(F)F.C(C=C)(=O)O